CC(C)CCCCCCC 2-METHYLNONANE